2-amino-3-cyclopentylpropan-1-ol NC(CO)CC1CCCC1